BrC1=C(C=C(C=C1)C)CCC(=O)O 3-(2-bromo-5-methylphenyl)propionic acid